C(C)(C)(C)OC(=O)N1CCC(CC1)C(F)(F)C1=NC2=CC(=NC=C2C=C1)Cl 4-[(7-chloro-1,6-naphthyridin-2-yl)difluoromethyl]Piperidine-1-carboxylic acid tert-butyl ester